5-bromo-N,N-dimethyl-2-((4-methylpyrimidin-2-yl)oxy)aniline BrC=1C=CC(=C(N(C)C)C1)OC1=NC=CC(=N1)C